4,4'-(ethane-1,2-diylbis(azepanediyl))bis(3-aminobenzamide) C(CN1C(CCCCC1)C1=C(C=C(C(=O)N)C=C1)N)N1C(CCCCC1)C1=C(C=C(C(=O)N)C=C1)N